(3-(4-phenyl-1H-imidazol-2-yl)-1H-indazol-5-yl)(4-phenylpiperazin-1-yl)methanone C1(=CC=CC=C1)C=1N=C(NC1)C1=NNC2=CC=C(C=C12)C(=O)N1CCN(CC1)C1=CC=CC=C1